tert-butyl (1-hydroxy-3-(1H-indol-7-yl)propan-2-yl)carbamate OCC(CC=1C=CC=C2C=CNC12)NC(OC(C)(C)C)=O